magnesium di-sodium [Na].[Na].[Mg]